4-chloro-N-(2-(3-cyclopropyl-4-(4-((7-(3-(dimethylamino)propanamido)-4-oxoquinazolin-3(4H)-yl)methyl)-4-hydroxypiperidine-1-carbonyl)-1H-pyrazol-1-yl)ethyl)quinoline-7-carboxamide ClC1=CC=NC2=CC(=CC=C12)C(=O)NCCN1N=C(C(=C1)C(=O)N1CCC(CC1)(O)CN1C=NC2=CC(=CC=C2C1=O)NC(CCN(C)C)=O)C1CC1